(±)-trans-N-[6-[4-[2-[tert-butyl(dimethyl)silyl]oxyethyl]-3-pyridyl]-8-chloro-3-isoquinolyl]-2-cyano-cyclopropanecarboxamide [Si](C)(C)(C(C)(C)C)OCCC1=C(C=NC=C1)C=1C=C2C=C(N=CC2=C(C1)Cl)NC(=O)[C@H]1[C@@H](C1)C#N |r|